[OH-].C[NH+](CCCS(=O)(=O)O)C dimethyl(3-sulfopropyl)ammonium hydroxide